4-amino-3-nitro-5-(trifluoromethyl)benzoic acid NC1=C(C=C(C(=O)O)C=C1C(F)(F)F)[N+](=O)[O-]